ClC1=C(C=C(C(=C1)N=C=O)C)C 1-chloro-5-isocyanato-2,4-dimethylbenzene